(3R)-3-(4-{4-[(8-{1-[6-(2-hydroxyphenyl)pyridazin-4-yl]-4-phenylpiperidine-4-carbonyl}-3,8-diazabicyclo[4.2.0]octan-3-yl)methyl]piperidin-1-yl}phenyl)piperidine-2,6-dione OC1=C(C=CC=C1)C1=CC(=CN=N1)N1CCC(CC1)(C(=O)N1CC2CCN(CC12)CC1CCN(CC1)C1=CC=C(C=C1)[C@@H]1C(NC(CC1)=O)=O)C1=CC=CC=C1